5-amino-3-(4-bromophenyl)-1-(4,4-difluoro-1-isopropyl-pyrrolidin-3-yl)pyrazole-4-carbonitrile NC1=C(C(=NN1C1CN(CC1(F)F)C(C)C)C1=CC=C(C=C1)Br)C#N